C(CCC)OC(=O)NC(C(=O)O)CCN(CCCCC1=NC=2NCCCC2C=C1)CCOC 2-(butoxycarbonylamino)-4-[2-methoxyethyl-[4-(5,6,7,8-tetrahydro-1,8-naphthyridin-2-yl)butyl]amino]butanoic acid